(R,E)-N-(4-(3-((5-chloro-4-methoxypyrimidin-2-yl)amino)pyrrolidine-1-carbonyl)phenyl)-4-(dimethylamino)but-2-enamide ClC=1C(=NC(=NC1)N[C@H]1CN(CC1)C(=O)C1=CC=C(C=C1)NC(\C=C\CN(C)C)=O)OC